2,6-di-tert-butyl-4-(4-methylbenzylidene)cyclohexen C(C)(C)(C)C1=CC(CC(C1)=CC1=CC=C(C=C1)C)C(C)(C)C